O=C(C=CC(=O)N1CCN(CC1)C1=NC=CC2=CC=CC=C12)C 1-(4-(4-oxopent-2-enoyl)piperazin-1-yl)isoquinoline